C(C)(C)(C)C1=C(C2=C(N=CN=C2OC2=CC(=CC=C2)F)S1)C1=CC(=C(C=C1)Cl)Cl 6-tert-butyl-5-(3,4-dichlorophenyl)-4-(3-fluorophenoxy)thieno[2,3-d]pyrimidine